(3-hydroxynaphthalen-1-yl)-2-((3-oxomorpholino)methyl)-1H-imidazo[4,5-c]quinolin OC=1C=C(C2=CC=CC=C2C1)N1C(=NC=2C=NC=3C=CC=CC3C21)CN2C(COCC2)=O